N,N-dimethyl-4-{1-oxo-4-[2-(2,2,2-trifluoroethoxy)phenyl]-1,3-dihydro-2H-pyrrolo[3,4-c]pyridin-2-yl}benzamide CN(C(C1=CC=C(C=C1)N1CC=2C(=NC=CC2C1=O)C1=C(C=CC=C1)OCC(F)(F)F)=O)C